CCCCC(CC)C1(CC(=NC=C1)C1=NC=CC=C1)C(CCCC)CC 4,4-di-(5-heptyl)-2,2-bipyridine